ClCC(=O)NCC(C(=O)OC)O methyl 3-(2-chloroacetylamino)-2-hydroxypropionate